O=C1N(C(C2=C3C(C=CC=C13)=CC=C2)=O)CCC(C(=O)N)O 4-(1,3-dioxo-1H,3H-benzo[de]isoquinolin-2-yl)-hydroxybutyramide